C(C)(C)C=1C=C(C=NC1)C1(CC1)C=1NC(C=2CNCCCC2N1)=O 2-(1-(5-isopropylpyridin-3-yl)cyclopropyl)-3,5,6,7,8,9-hexahydro-4H-pyrimido[5,4-c]azepin-4-one